1-(8-bromo-3,6-dimethyl-4-oxo-3,4-dihydroquinazolin-2-yl)cyclopropane-1-carbonitrile BrC=1C=C(C=C2C(N(C(=NC12)C1(CC1)C#N)C)=O)C